dibenzylpiperidin-3-amine C(C1=CC=CC=C1)C1N(CCCC1N)CC1=CC=CC=C1